1-((1H-indol-5-yl)sulfonyl)-N-(6-chloropyridin-3-yl)-1H-pyrazole-3-carboxamide N1C=CC2=CC(=CC=C12)S(=O)(=O)N1N=C(C=C1)C(=O)NC=1C=NC(=CC1)Cl